Azepan-4-amine trifluoroacetate FC(C(=O)O)(F)F.N1CCC(CCC1)N